ClC(=CF)F 1-CHLORO-1,2-DIFLUOROETHYLENE